(5-(pyridin-3-yloxy)pyridin-2-yl)propanamide N1=CC(=CC=C1)OC=1C=CC(=NC1)C(C(=O)N)C